C1=CC=CC=2C3=CC=CC=C3N(C12)C1=CC=C(C=C1)C=1C(=C(C(=C(C1C1=CC=C(C=C1)N1C2=CC=CC=C2C=2C=CC=CC12)C1=CC=C(C=C1)N1C2=CC=CC=C2C=2C=CC=CC12)C1=CC=C(C=C1)N1C2=CC=CC=C2C=2C=C(C=CC12)C)C#N)C=1C(=NC(=CC1)C1=CC=CC=C1)C1=CC=CC=C1 5',6'-bis(4-(9H-carbazol-9-yl)phenyl)-4-(9H-carbazol-9-yl)-4'-(2,6-diphenylpyridin-3-yl)-4''-(3-methyl-9H-carbazol-9-yl)-[1,1':2',1''-terphenyl]-3'-carbonitrile